(R)-N-(4-cyclobutyl-5-(3-(2-hydroxypropan-2-yl)phenyl)-1-methyl-1H-pyrazol-3-yl)-2-(2,2,3,3-tetrafluorocyclobutyl)acetamide C1(CCC1)C=1C(=NN(C1C1=CC(=CC=C1)C(C)(C)O)C)NC(C[C@H]1C(C(C1)(F)F)(F)F)=O